ClC=1C=C2C(=C3C4(NC(NC13)=O)CCCCC4)OC(=C2)C(=O)NC2(CC2)C2=NC=CC=C2 5'-chloro-7'-oxo-N-[1-(pyridin-2-yl)cyclopropyl]-7',8'-dihydro-6'H-spiro[cyclohexane-1,9'-furo[2,3-f]quinazoline]-2'-carboxamide